C1N(CCC2=CC=CC=C12)C1[C@@H](CN(C[C@@H]1O)C(=O)C1=CC(=NC=N1)NC1CCN(CC1)C(C)=O)O 1-(4-((6-((3R,4r,5S)-4-(3,4-dihydroisoquinolin-2(1H)-yl)-3,5-dihydroxypiperidine-1-carbonyl)pyrimidin-4-yl)amino)piperidin-1-yl)ethan-1-one